tert-butyl 2-(2-(2-(2-(4-(((5s,8s)-4-hydroxy-3-mesityl-2-oxo-1-oxaspiro[4.5]dec-3-en-8-yl)oxy)piperidin-1-yl)ethoxy)ethoxy)-ethoxy)acetate OC1=C(C(OC12CCC(CC2)OC2CCN(CC2)CCOCCOCCOCC(=O)OC(C)(C)C)=O)C2=C(C=C(C=C2C)C)C